COC(C1=C(C(=C(C=C1)F)C)S(=O)(=O)Cl)=O.C1=C(C=CC2=CC=CC=C12)C1=C(C(=CC(=C1[2H])[2H])[2H])[2H] 4-(Naphthalen-2-yl)benzene-2,3,5,6-d methyl-2-(chlorosulfonyl)-4-fluoro-3-methylbenzoate